FC(C(NC1=CC=C(C=C1)C1=CC2=C(N=CN=C2N2CCOCC2)N1COCC[Si](C)(C)C)C1CCN(CC1)C1CCN(CC1)C(=O)OC(C)(C)C)(F)F tert-butyl 4-(2,2,2-trifluoro-1-((4-(4-morpholino-7-((2-(trimethylsilyl)ethoxy)methyl)-7H-pyrrolo[2,3-d]pyrimidin-6-yl)phenyl)amino)ethyl)-[1,4'-bipiperidine]-1'-carboxylate